N[C@H]1CN(CCC1)CC1=CC2=C(N=CN=C2NC2=CC=C(C=C2)C2=CC3=C(N=CN=C3N3CCOCC3)N2)S1 (R)-6-((3-aminopiperidin-1-yl)methyl)-N-(4-(4-morpholino-7H-pyrrolo[2,3-d]pyrimidin-6-yl)phenyl)thieno[2,3-d]pyrimidin-4-amine